C1(CC1)C(=O)NC1=CC(=C(N=N1)C(=O)N)NC1=C(C(=CC=C1)C=1C=NN(C1)[C@H]1COCC1)OC (R)-6-(cyclopropanecarboxamido)-4-((2-methoxy-3-(1-(tetrahydrofuran-3-yl)-1H-pyrazol-4-yl)phenyl)amino)pyridazine-3-carboxamide